methyl 3-fluoro-7-formyl-1-((2-(trimethylsilyl)ethoxy)methyl)-1H-pyrrolo[3,2-b]pyridine-5-carboxylate FC1=CN(C=2C1=NC(=CC2C=O)C(=O)OC)COCC[Si](C)(C)C